BrC1=CC=C(C=C1)C=1N=C2N(C=CC=C2)C1CN1CCNCC1 2-(4-Bromophenyl)-3-(piperazin-1-ylmethyl)imidazo[1,2-a]pyridine